N1C=C(C2=CC=CC=C12)C=1C=2N(N=C(C1)NC1CNCCC1)C=C(N2)C(F)(F)F 8-(1H-indol-3-yl)-N-(piperidin-3-yl)-2-(trifluoromethyl)imidazo[1,2-b]pyridazin-6-amine